N-[2-(dimethylamino)ethyl]-1-[4-[[3-(3-fluoro-4-methoxyphenyl)imidazo[1,2-a]pyrazin-8-yl]amino]-2-methylbenzoyl]piperidine-4-carboxamide CN(CCNC(=O)C1CCN(CC1)C(C1=C(C=C(C=C1)NC=1C=2N(C=CN1)C(=CN2)C2=CC(=C(C=C2)OC)F)C)=O)C